FC=1C=C2C(=NNC2=CC1OCCOC)C1=CC(=NO1)C1=CC=C(C=C1)C(=O)N1[C@H](CCC1)CS(=O)(=O)C 5-Fluoro-3-(3-{4-[(2R)-2-(methanesulfonylmethyl)pyrrolidine-1-carbonyl]phenyl}-1,2-oxazol-5-yl)-6-(2-methoxyethoxy)-1H-indazole